6-(4-aminobenzyl)-2,4-dimethyl-4,6-dihydro-5H-thiazolo[5',4':4,5]pyrrolo[2,3-d]pyridazin-5-one NC1=CC=C(CN2N=CC3=C(C2=O)N(C2=C3SC(=N2)C)C)C=C1